9-methyl-12-(prop-2-yl)-12-azatricyclo[6.3.1.02,7]Dodeca-2,4,6-triene hydrochloride Cl.CC1C2C3=CC=CC=C3C(CC1)N2C(C)C